N[C@H](C(=O)OCC)C1CCC(CC1)C ethyl (2S)-2-amino-2-(4-methylcyclohexyl)acetate